C(C=1C(C(=O)N2C(C2)C)=CC=CC1)(=O)N1C(C1)C phthaloyl-bis(2-methyl-aziridine)